C/C(/C(C)=O)=C\C1=CC=CC=C1 (E)-3-methyl-4-phenylbut-3-en-2-one